1,4-dihydro-2,6-dimethyl-4-phenyl-3,5-pyridinedicarboxylic acid diethyl ester C(C)OC(=O)C1=C(NC(=C(C1C1=CC=CC=C1)C(=O)OCC)C)C